C1(=CC=CC=C1)S(=O)(=O)N[C@@H](CC1=CC=C(C(=NO)N)C=C1)C=1SC2=C(N1)C=CC(=C2)OC 4-[(2S)-2-(benzenesulfonamido)-2-(6-methoxy-1,3-benzothiazol-2-yl)ethyl]-N'-hydroxy-benzamidine